[1-[4-[[(3S)-1-acetyl-pyrrolidin-3-yl]amino]-5-oxido-6,7-dihydro-thieno[3,2-d]pyrimidin-5-ium-2-yl]azetidin-3-yl] thiazole-4-carboxylate S1C=NC(=C1)C(=O)OC1CN(C1)C=1N=C(C2=C(N1)CC[S+]2[O-])N[C@@H]2CN(CC2)C(C)=O